N1(C=NC=C1)CCCNC(C(CCC[NH3+])[NH3+])=O 5-((3-(1H-imidazol-1-yl)propyl)amino)-5-oxopentane-1,4-diaminium